N1(CCCCCC1)C1=C(C(=NC=2N1N=CN2)Cl)C2=C(C=C(C#N)C=C2)F 4-(7-(azepan-1-yl)-5-chloro-[1,2,4]triazolo[1,5-a]pyrimidin-6-yl)-3-fluorobenzonitrile